NC1=NC=C(C(=N1)N1CCC2(CCOCC2)CC1)C#CC=1C=NC=C(C(=O)NC2=CC(=C(C=C2)CN2CCN(CC2)C)C(F)(F)F)C1 5-((2-amino-4-(3-oxa-9-azaspiro[5.5]undecan-9-yl)pyrimidin-5-yl)ethynyl)-N-(4-((4-methylpiperazin-1-yl)methyl)-3-(trifluoromethyl)phenyl)nicotinamide